1-allyl-imidazolium copper [Cu+2].C(C=C)N1C=[NH+]C=C1